5-chloro-N4-(cyclopentylmethyl)-N2-(2-methoxy-4-((4-morpholinopiperidin-1-yl)sulfonyl)phenyl)-7H-pyrrolo[2,3-d]pyrimidine-2,4-diamine ClC1=CNC=2N=C(N=C(C21)NCC2CCCC2)NC2=C(C=C(C=C2)S(=O)(=O)N2CCC(CC2)N2CCOCC2)OC